5-tert-butyl-4-fluoro-N1-(1,2,3,4-tetrahydropyrimidin-2-yl)benzene-1,2-diamine C(C)(C)(C)C1=C(C=C(C(=C1)NC1NC=CCN1)N)F